FC(CC1=C2C=CNC2=C(C(=C1OC=1C=CC(=C(C1)C1=NC(=NN1C)[C@@]1(CCOC2=C(C=CC=C12)CCC(=O)OCC)C)F)F)F)F ethyl (R)-3-(4-(5-(5-((4-(2,2-difluoroethyl)-6,7-difluoro-1H-indol-5-yl)oxy)-2-fluorophenyl)-1-methyl-1H-1,2,4-triazol-3-yl)-4-methylchroman-8-yl)propanoate